FC1(CCN(CC1)C1CCN(CC1)C1=C(C=C(C(=C1)OC)NC1=NC=NC(=C1)N1OCC[C@@H]1C1=C(C=CC(=C1)F)F)NC(C=C)=O)F N-(2-(4,4-difluoro-[1,4'-bipiperidine]-1'-yl)-5-((6-((R)-3-(2,5-difluorophenyl)-isoxazolidine-2-yl)pyrimidine-4-yl)amino)-4-methoxyphenyl)acrylamide